silicon-lanthanum-zinc [Zn].[La].[Si]